6-(2-hydroxy-2-methylpropoxy)-4-(6-(1-imino-1-oxothiomorpholinyl)pyridin-3-yl)pyrazolo[1,5-a]pyridine-3-carbonitrile OC(COC=1C=C(C=2N(C1)N=CC2C#N)C=2C=NC(=CC2)N2CCS(CC2)(=O)=N)(C)C